COC1=C(C2=CC=CC=C2C=C1)NC1=C(C=CC2=CC=CC=C12)[N+](=O)[O-] 2-methoxy-N-(2-nitronaphthalen-1-yl)naphthalen-1-amine